FMOC-O-tertiary butyl-L-serine C(=O)(OCC1C2=CC=CC=C2C2=CC=CC=C12)N[C@@H](COC(C)(C)C)C(=O)O